1-phenyl-4-{6-[3-(trifluoromethyl)-1,2,4-oxadiazol-5-yl]-2-azaspiro[3.3]hept-2-yl}cyclohexanecarbonitrile C1(=CC=CC=C1)C1(CCC(CC1)N1CC2(C1)CC(C2)C2=NC(=NO2)C(F)(F)F)C#N